FC(C(C(C(C(C(C(C(F)(F)F)(C(F)(F)F)F)(F)F)(F)F)(F)F)(C(F)(F)F)F)(F)F)(O)F perfluoro(3,7-dimethyloctan-1-ol)